[Sn+2].FC(S(=O)(=O)O)(F)F.FC(S(=O)(=O)O)(F)F bis(trifluoromethanesulfonic acid) tin (II)